C(C)OC(COC1=NN(C(=C1)C1=CC=C(C=C1)Cl)C1=CC=CC=C1)=O Ethyl-{[5-(4-chlorophenyl)-1-phenyl-1H-pyrazol-3-yl]oxy}acetat